Butanediol monoacrylate (Butyl-acrylate) C(CCC)C(C(=O)OC(CCC)OC(C=C)=O)=C